C(CCCCCCC)OCCCCCCNCC#C 6-(octyloxy)-N-(prop-2-yn-1-yl)hexane-1-amine